COC(C([C@H](C)NC([C@@H](CC1=CC(=C(C=C1)OC)Cl)NC(=O)OC(C)(C)C)=O)(C)C)=O (S)-3-((R)-2-((tert-Butoxycarbonyl)amino)-3-(3-chloro-4-methoxyphenyl)-propionamido)-2,2-dimethylbutyric acid methyl ester